2-hydroxy-4-methoxy-amyl ketone OC(CC(=O)CC(CC(C)OC)O)CC(C)OC